CC(=CCC/C(=C/CC/C(=C/CC/C(=C/CC/C(=C/CC/C(=C/CC/C(=C/CC/C(=C/CC/C(=C/CC/C(=C/CC1=C(C=CC(=C1)C(=O)O)O)/C)/C)/C)/C)/C)/C)/C)/C)/C)C The molecule is a monohydroxybenzoic acid that is 4-hydroxybenzoic acid in which the hydrogen at position 3 is substituted by a decaprenyl group. It is a monohydroxybenzoic acid and an olefinic compound. It is a conjugate acid of a 4-hydroxy-3-all-trans-decaprenylbenzoate.